FC(C(=C(C(C(F)(F)F)(C(F)(F)F)F)C(C(F)(F)F)(C(F)(F)F)F)F)(F)F 1,1,1,2,4,5,5,5-octafluoro-3-(perfluoroprop-2-yl)-4-(trifluoromethyl)-2-pentene